5-amino-7-methyl-7-azatricyclo[6.4.0.0[2,4]]dodeca-1(8),9,11-trien-6-one Hydrochloride Cl.NC1C2CC2C=2C=CC=CC2N(C1=O)C